(4-(3,4-dimethoxyphenoxy)phenyl)-6,7-bis(2-methoxyethoxy)quinazolin-4-amine COC=1C=C(OC2=CC=C(C=C2)C2=NC3=CC(=C(C=C3C(=N2)N)OCCOC)OCCOC)C=CC1OC